N[C@@H]1CC(N(C1)C1=CC=C(C=C1)S(=O)(=O)N1CCN(CC1)C1=NC(=CC(=C1)C(C1CCC(CC1)NC(CCCN(CCCN)CCCN)=O)(F)F)Cl)=O N-[4-[[2-[4-[4-[(4R)-4-amino-2-oxo-pyrrolidin-1-yl]phenyl]sulfonylpiperazin-1-yl]-6-chloro-4-pyridyl]-difluoro-methyl]cyclohexyl]-4-[bis(3-aminopropyl)amino]butanamide